C1(=CC=C(C=C1)C1=CC(=NC2=CC=C(C=C12)C(=O)O)\C=C\1/N(C2=CC=CC=C2C1=O)C(C)=O)C1=CC=CC=C1 (Z)-4-([1,1'-biphenyl]-4-yl)-2-((1-acetyl-3-oxoindolin-2-ylidene)methyl)-quinoline-6-carboxylic acid